C[C@H]([C@@H](C1=CC=CC=C1)O)N The molecule is an amphetamine in which the parent 1-phenylpropan-2-amine skeleton is substituted at position 1 with an hydroxy group. A decongestant and appetite suppressant, it is commonly used in prescription and over-the-counter cough and cold preparations. It has a role as a sympathomimetic agent and a nasal decongestant.